CC1=CC2=C([C@H]([C@H](O2)CCC)NC(=O)C=2C(NC(=CC2)C(F)(F)F)=O)C=C1 N-((2R,3R)-6-methyl-2-propyl-2,3-dihydrobenzofuran-3-yl)-2-oxo-6-(trifluoromethyl)-1,2-dihydropyridine-3-carboxamide